C1(CC1)C1=CC(=NN1)NC1=NC(=NC=C1)N1C2CCC(C1)(C2)CP(=O)(C)C N-(5-Cyclopropyl-1H-pyrazol-3-yl)-2-[4-(dimethylphosphorylmethyl)-2-azabicyclo[2.2.1]heptan-2-yl]pyrimidin-4-amine